1-[(4-methoxyphenyl)methyl]-2'-methyl-6'-(1-methyltriazol-4-yl)-6-(trifluoromethyl)spiro[indolin-3,4'-piperidin]-2-one COC1=CC=C(C=C1)CN1C(C2(CC(NC(C2)C=2N=NN(C2)C)C)C2=CC=C(C=C12)C(F)(F)F)=O